methyl-mercaptomethanol CC(O)S